6-(3-Fluoro-5-isobutoxyphenyl)-N-[(6-oxo-1H-pyridin-2-yl)sulfonyl]-2-(2,2,4-trimethylpyrrolidin-1-yl)pyridin-3-carboxamid FC=1C=C(C=C(C1)OCC(C)C)C1=CC=C(C(=N1)N1C(CC(C1)C)(C)C)C(=O)NS(=O)(=O)C=1NC(C=CC1)=O